4-{4-[(3,4-dichlorophenyl)oxy]phenyl}-5-methyl-2,4-dihydro-3H-1,2,4-triazol-3-one ClC=1C=C(C=CC1Cl)OC1=CC=C(C=C1)N1C(NN=C1C)=O